(2,3,4,5-tetrafluoro-6-(methylsulfinyl)phenyl)methanone FC1=C(C(=C(C(=C1F)F)F)S(=O)C)C=O